N-((1r,2s)-1-((1-(4-fluorophenyl)-1H-indol-5-yl)oxy)-1-(6-methoxypyridin-3-yl)propan-2-yl)cyclopropylamide FC1=CC=C(C=C1)N1C=CC2=CC(=CC=C12)O[C@@H]([C@H](C)[N-]C1CC1)C=1C=NC(=CC1)OC